5-(3-Chloro-2-fluoro-6-(4-(trifluoromethyl)-1H-1,2,3-triazol-1-yl)phenyl)-2-(3-(difluoromethoxy)-1-(4-(1-methyl-1H-1,2,4-triazol-5-yl)-1H-1,2,3-triazol-1-yl)propyl)pyridine 1-oxide ClC=1C(=C(C(=CC1)N1N=NC(=C1)C(F)(F)F)C=1C=CC(=[N+](C1)[O-])C(CCOC(F)F)N1N=NC(=C1)C1=NC=NN1C)F